C(C)(C)(C)OC(N[C@H]1CN(CCC1)C1CCC1)=O (R)-(1-cyclobutylpiperidin-3-yl)carbamic acid tert-butyl ester